2,3-diisobutylsuccinic acid diisobutyl ester C(C(C)C)OC(C(C(C(=O)OCC(C)C)CC(C)C)CC(C)C)=O